4-(2,4-Dichlorophenyl)-5-phenyl-2-(3-thienyl)imidazole ClC1=C(C=CC(=C1)Cl)C=1N=C(NC1C1=CC=CC=C1)C1=CSC=C1